FC(F)(F)C1=NNC=CC=C1 trifluoromethyl-diazepine